O[C@@]1(N(CCC1)O)C(=O)O dihydroxyl-L-proline